C1(=CC=CC=C1)C(CC(=O)O)C.FC1=CC=C(C=C1)N1C(=C(C2=C1C=C1C=NN(C1=C2)S(=O)(=O)C2=CC=CC=C2)I)C2CCOCC2 5-(4-fluorophenyl)-7-iodo-1-(phenylsulfonyl)-6-(tetrahydro-2H-pyran-4-yl)-1,5-dihydropyrrolo[2,3-f]indazole (3E)-3-phenyl-butyrate